5,10,15,20-tetraphenylporphyrin-22,24-diide C1(=CC=CC=C1)C=1C2=CC=C(N2)C(=C2C=CC(=C(C3=CC=C(C(=C4C=CC1[N-]4)C4=CC=CC=C4)N3)C3=CC=CC=C3)[N-]2)C2=CC=CC=C2